ClC=1SC(=NN1)C(F)(F)F 2-chloro-5-trifluoromethyl-1,3,4-thiadiazole